FC=1C(=CC(=C(NCC#C)C1)OC)S(=O)(=O)C 5-fluoro-2-methoxy-4-methylsulfonyl-N-prop-2-ynyl-aniline